alpha-Cyanoethylacrylonitril C(#N)C(C)C(C#N)=C